2-(4-tert-butylphenoxy)phenylhydrazine C(C)(C)(C)C1=CC=C(OC2=C(C=CC=C2)NN)C=C1